[N+](=O)([O-])C1=CC=C2C(=NN(C2=C1)C1OCCCC1)C=CC1=NC=CC=C1 6-nitro-3-(2-(pyridin-2-yl)vinyl)-1-(tetrahydro-2H-pyran-2-yl)-1H-indazole